(3S,4R)-4-fluoro-1-methylpyrrolidin-3-amine hydrochloride salt Cl.F[C@H]1[C@H](CN(C1)C)N